7-{2-[3-methoxy-4-(3-piperidinopropoxy)phenylamino]-4-pyrimidinylamino}-1,2,3,4-tetrahydro-1-naphthol COC=1C=C(C=CC1OCCCN1CCCCC1)NC1=NC=CC(=N1)NC1=CC=C2CCCC(C2=C1)O